(4-(3-methyl-2-(pyridin-2-yl)phenyl)piperidin-1-yl)(thiophen-2-yl)methanone CC=1C(=C(C=CC1)C1CCN(CC1)C(=O)C=1SC=CC1)C1=NC=CC=C1